C(C)OC(=O)C1=NOC(=C1OCC1=CC=CC=C1)C(=C)C 4-(benzyloxy)-5-(prop-1-en-2-yl)-1,2-oxazole-3-carboxylic acid ethyl ester